ClC=1C(=NC=CC1)C(C)(C)NC1=NC=C(C=N1)C=1SC(=CN1)CNC(C(C)(C)O)=O N-{[2-(2-{[1-(3-chloro(2-pyridyl))-isopropyl]amino}pyrimidin-5-yl)(1,3-thiazol-5-yl)]methyl}-2-hydroxy-2-methylpropanamide